C(#N)C1=C(C=CC(=C1)C(F)(F)F)N1CCC(CC1)(C(=O)N[C@H]1CN(CC1)C)C=1C=NC(=CC1)C1=C(C(=CC=C1)F)F 1-[2-cyano-4-(trifluoromethyl)phenyl]-4-[6-(2,3-difluorophenyl)pyridin-3-yl]-N-[(3R)-1-methylpyrrolidin-3-yl]piperidine-4-carboxamide